methyl 2-(5-(1-((3-(2-azidoethoxy)-5,7-dimethyladamantan-1-yl) methyl)-5-methyl-1H-pyrazol-4-yl)-6-(tert-butoxycarbonyl) pyridin-2-yl)-1,2,3,4-tetrahydroisoquinoline-8-carboxylate N(=[N+]=[N-])CCOC12CC3(CC(CC(C1)(C3)C)(C2)C)CN2N=CC(=C2C)C=2C=CC(=NC2C(=O)OC(C)(C)C)N2CC3=C(C=CC=C3CC2)C(=O)OC